(aminomethyl)-3,5-dimethylbenzonitrile NCC1=C(C#N)C=C(C=C1C)C